1-(5-chloro-3,6-dimethoxypyridin-2-yl)propan-2-amine ClC=1C=C(C(=NC1OC)CC(C)N)OC